ClC=1C=C(C=CC1)[C@H](CCN(C(C(=O)O)C1=C(C(=CC=C1)C)C1CCC(CC1)OC(F)(F)F)C)N1CCC(CC1)N(C)C 2-(((S)-3-(3-chlorophenyl)-3-(4-(dimethylamino)piperidin-1-yl)propyl)(methyl)-amino)-2-(3-methyl-2-((1r,4S)-4-(trifluoromethoxy)cyclohexyl)phenyl)acetic acid